ethyl-4,4-dimethylcyclohex-2-en-1-one C(C)C=1C(CCC(C1)(C)C)=O